C(C)NC(C1=CN=CC=C1)=O N-ethylnicotinamide